O=C[C@H](O)[C@H](O)[C@H](O)C(=O)OC methyl riburonate